bisphenol-a diphosphate OP(O)(=O)OP(=O)(O)O.OC1=CC=C(C=C1)C(C)(C)C1=CC=C(C=C1)O